ClC=1C(=NC=C(C1)[N+](=O)[O-])OC=1C=C2CCN(CC2=CC1)CC1=CC=C(C=C1)F 6-((3-Chloro-5-nitropyridin-2-yl)oxy)-2-(4-fluorobenzyl)-3,4-dihydroisoquinoline